bis(2-methacryloxyethyl)-N,N'-1,9-nonylene biscarbamate CC(CCNC(=O)OCCOC(=O)C(=C)C)CC(C)(C)CNC(=O)OCCOC(=O)C(=C)C